FC=1C=C(C=NC1OC1=CC=C(C=C1)C)CN1C(C(=C(CC1)O)C(=O)NCC(=O)O)=O N-[(1-{[5-fluoro-6-(4-methylphenoxy)-3-pyridinyl]methyl}-4-hydroxy-2-oxo-1,2,5,6-tetrahydro-3-pyridinyl)carbonyl]glycine